ClC=1N=C(C2=C(N1)C=CC=N2)NC2CCCC1=CC=CC=C21 2-Chloro-N-(1,2,3,4-tetrahydronaphthalen-1-yl)pyrido[3,2-d]pyrimidin-4-amine